CC(COC1=CC=CC=C1)CCCC(CCCCCC)C 2,6-dimethyl-dodecyloxybenzene